BrC1=C(C=C(C(=N1)OC=1C(=C(C=CC1)C[C@@H]1N(CC([C@@H]1NS(=O)(=O)C1CC1)(F)F)C(=O)OC(C)(C)C)F)Cl)F tert-Butyl (2S,3R)-2-({3-[(6-bromo-3-chloro-5-fluoropyridin-2-yl)oxy]-2-fluorophenyl}methyl)-3-[(cyclopropanesulfonyl)amino]-4,4-difluoropyrrolidine-1-carboxylate